3,4-diethyl-1H-pyrrole-2,5-dione C(C)C=1C(NC(C1CC)=O)=O